ClC1=CC=C(C=C1)NC=1C=C2C=CN(C2=CC1)C1=CC=C(C=N1)NC(OC(C)(C)C)=O Tert-butyl (6-(5-((4-chlorophenyl)amino)-1H-indol-1-yl)pyridin-3-yl)carbamate